3-bromo-2-chlorobenzenesulfonyl chloride BrC=1C(=C(C=CC1)S(=O)(=O)Cl)Cl